OCCCC1OC(C2=CC=CC=C12)=O 3-(3-hydroxypropyl)isobenzofuran-1(3H)-one